CC1=CSC2=C1C(N(C=C2C(C)C)C)=O 3,5-dimethyl-7-propan-2-ylthieno[3,2-c]pyridin-4-one